5-Nitroindazoleformaldehyde [N+](=O)([O-])C=1C=C2C(=NNC2=CC1)C=O